FC1=C(C(=O)Cl)C(=CN=C1)F 3,5-difluoroisonicotinic acid chloride